CC=1C=C(C=CC1C)C(C(F)(F)F)(C(F)(F)F)C1=CC(=C(C=C1)C)C 2,2-Bis(3,4-dimethylphenyl)hexafluoropropane